[S-2].[Li+].[Li+] lithium sulphide